N-[4-(3,5-Difluorophenoxy)-2-pyridinyl]-2-methyl-propionamide FC=1C=C(OC2=CC(=NC=C2)NC(C(C)C)=O)C=C(C1)F